5-amino-8-(2-chloro-6-methyl-4-pyridinyl)-7-phenyl-2-(2-phenylethyl)-[1,2,4]triazolo[4,3-c]pyrimidin-3-one NC1=NC(=C(C=2N1C(N(N2)CCC2=CC=CC=C2)=O)C2=CC(=NC(=C2)C)Cl)C2=CC=CC=C2